1-ethyl-(3-dimethylaminopropyl)carbodiimide hydrochloride phosphate P(=O)(O)(O)O.Cl.C(C)N=C=NCCCN(C)C